2-(3-(isoquinolin-4-yl)-2,4-dioxo-5-(2,2,2-trifluoroethyl)-2,3,4,5,6,7-hexahydro-1H-cyclopenta[d]pyrimidin-1-yl)acetonitrile C1=NC=C(C2=CC=CC=C12)N1C(N(C2=C(C1=O)C(CC2)CC(F)(F)F)CC#N)=O